C(C)(=O)OC[C@H]1CN(CCN1C1=NC=C(C(=C1)I)C(F)(F)F)C(=O)OC(C)(C)C t-butyl (R)-3-(acetyloxymethyl)-4-(4-iodo-5-(trifluoromethyl)pyridin-2-yl)piperazin-1-carboxylate